C(=O)(O)C1=C(C=C(C=C1)C1=C(C=C(C=C1)Cl)Cl)NC(=O)C1=C(C=C(C(=C1)C(=O)O)F)C(=O)O 2-({4-carboxy-2',4'-dichloro-[1,1'-biphenyl]-3-yl}carbamoyl)-5-fluorobenzene-1,4-dicarboxylic acid